tert-butyl 4-(aminomethyl)-2-phenylpyrrolidine-1-carboxylate NCC1CC(N(C1)C(=O)OC(C)(C)C)C1=CC=CC=C1